C(C)(C)(C)C1=NOC(=N1)C(=O)NCC1=C(C=C(C=C1)C1=NNC2=CC=C(C=C12)C1=CC=C(C=C1)N1CCN(CC1)CC=1C=C2CN(C(C2=CC1)=O)C1C(NC(CC1)=O)=O)C 3-(tert-butyl)-N-(4-(5-(4-(4-((2-(2,6-dioxopiperidin-3-yl)-1-oxoisoindolin-5-yl)methyl)piperazin-1-yl)phenyl)-1H-indazol-3-yl)-2-methylbenzyl)-1,2,4-oxadiazole-5-carboxamide